1-(4-chloro-3-iodopyridin-2-yl)-3-ethoxyformylthiourea ClC1=C(C(=NC=C1)NC(=S)NC(=O)OCC)I